OC1=CC=C(C=C1)NC(OCC1=CC=CC=C1)=O benzyl (4-hydroxyphenyl)carbamate